BrC1=CC=2C(C3=CC=CC=C3C2C=C1)(C1=CC=CC=C1)CCCCCCOC1=CC=C(C=O)C=C1 4-((6-(2-bromo-9-phenyl-9H-fluoren-9-yl)hexyl)oxy)benzaldehyde